(R)-1-(p-tolyl)ethyl 2-(((tert-butyldimethylsilyl)oxy)methyl)-4-(6-(1-methyl-1H-pyrazol-4-yl) pyrazolo[1,5-a]pyridin-3-yl)piperazine-1-carboxylate [Si](C)(C)(C(C)(C)C)OCC1N(CCN(C1)C=1C=NN2C1C=CC(=C2)C=2C=NN(C2)C)C(=O)O[C@H](C)C2=CC=C(C=C2)C